1-((6-cyclopropyl-8-(3-ethoxy-2,2-dimethyl-3-oxopropyl)imidazo[1,2-a]pyridin-2-yl)methyl)-1H-1,2,3-triazole-4-carboxylic acid C1(CC1)C=1C=C(C=2N(C1)C=C(N2)CN2N=NC(=C2)C(=O)O)CC(C(=O)OCC)(C)C